6-[2-(3-isopropoxy-naphthalen-2-yl)-ethylamino]-pyrimidin C(C)(C)OC=1C(=CC2=CC=CC=C2C1)CCNC1=CC=NC=N1